1-(4-ethynyl-piperidin-1-yl)ethan-1-one C(#C)C1CCN(CC1)C(C)=O